CN(C(OC(C)C1=CC(=NC(=C1)N1N=C(C=C1)C)NC1CCC(CC1)(F)F)=O)C 1-(2-((4,4-difluorocyclohexyl)amino)-6-(3-methyl-1H-pyrazol-1-yl)pyridin-4-yl)ethyl dimethylcarbamate